O1COC2=C1C=CC=C2CN 1,3-benzodioxol-4-ylmethanamine